P(=O)(O)(O)C[N+](CP(=O)(O)O)(CP(=O)(O)O)[O-].[K] Kalium Trisphosphonomethylamine Oxide